(S)-6-((1-Methylpyrrolidin-3-yl)oxy)-1,2,3,4-tetrahydroisoquinoline hydrochloride Cl.CN1C[C@H](CC1)OC=1C=C2CCNCC2=CC1